2-(2-(3-((4-(dimethylphosphoryl)-2-methoxyphenyl)amino)prop-1-yn-1-yl)-7-(((E)-3-fluoro-1-methylpiperidin-4-yl)amino)benzo[b]thiophen-3-yl)acrylonitrile CP(=O)(C)C1=CC(=C(C=C1)NCC#CC1=C(C2=C(S1)C(=CC=C2)NC2C(CN(CC2)C)F)C(C#N)=C)OC